2-bromo-5-fluoro-3-[(3-fluoro-5-methanesulfonylphenyl)methoxy]pyridine 3-hydroxy-2-(3-methyl-6-isopropenylcyclohex-2-enyl)-5-(2-methyloctan-2-yl)phenolate OC=1C(=C(C=C(C1)C(C)(CCCCCC)C)[O-])C1C=C(CCC1C(=C)C)C.BrC1=NC=C(C=C1OCC1=CC(=CC(=C1)S(=O)(=O)C)F)F